O=C1OC(C2=C3C(C=CC=C13)=C(C=C2)N2CCN(CCC2)C(=O)OC(C)(C)C)=O tert-butyl 4-(1,3-dioxo-1H,3H-benzo[de]isochromen-6-yl)-1,4-diazepane-1-carboxylate